FC(C=1C(=C(C=CC1F)[C@@H]1[C@H](O[C@@]([C@@H]1C)(C(F)(F)F)C)C(=O)NC1=CC(=NC=C1)C(=O)N)OC)F |o1:9,10,12,13| rel-(2S,3R,4R,5S)-4-[[3-[3-(difluoromethyl)-4-fluoro-2-methoxy-phenyl]-4,5-dimethyl-5-(trifluoromethyl)tetrahydrofuran-2-carbonyl]amino]pyridine-2-carboxamide